ClC1=C(C2=CN(N=C2C2=C1OC[C@@H]1N(C2)CCN(C1)C(C=C)=O)C)C1=C(C=CC=C1O)F 1-[(7AR)-5-chloro-4-(2-fluoro-6-hydroxyphenyl)-2-methyl-2,7a,8,10,11,13-hexahydropyrazino[2',1':3,4][1,4]oxazepino[7,6-g]indazol-9(7H)-yl]prop-2-en-1-one